ClC1=CC=C(C=C1)CCC1=NOC(=N1)CN1N=CC(=C(C1=O)C)C#N 1-({3-[2-(4-chlorophenyl)ethyl]-1,2,4-oxadiazol-5-yl}methyl)-5-methyl-6-oxo-1,6-dihydropyridazine-4-carbonitrile